7,7-dimethyl-6,7-dihydro-5H-pyrazolo[5,1-b][1,3]oxazine-3-sulfonimidamide CC1(N2C(OCC1)=C(C=N2)S(=O)(N)=N)C